C1(CC1)C(=O)NC=1C=C2C(=CN=C(C2=CN1)NC)C=1OC2=C(N1)C=C(C=C2)C2(CC2)C(=O)N (2-(6-(cyclopropanecarboxamido)-1-(methylamino)-2,7-naphthyridin-4-yl)benzo[d]oxazol-5-yl)cyclopropanecarboxamide